C1=2C=C(C=CC2CC1)C(O)[C@H]1OCC(C1O)O (R)-(bicyclo[4.2.0]octa-1(6),2,4-trien-3-yl(hydroxy)methyl)tetrahydrofuran-3,4-diol